CN([C@@H](CC1=CC=CC=C1)C(=O)N[C@@H](CC1=CNC2=CC=CC=C12)C(=O)O)C(=O)OC(C)(C)C methyl-(t-butoxycarbonyl)-L-phenylalanyl-tryptophan